5-nitro-2-(pyrrolidin-1-yl)pyridine [N+](=O)([O-])C=1C=CC(=NC1)N1CCCC1